CC1=NNC=2C1=NC=C(C2)NC=2C=CC=C1CN(C(C21)=O)CC(=O)O [7-[(3-methyl-1H-pyrazolo[4,3-b]pyridin-6-yl)amino]-1-oxo-isoindolin-2-yl]acetic acid